P(O)(O)O.P(O)(O)O.C(CCCCCCCCCCCCCCCCC)C(C(C(O)(CCCCCCCCCCCCCCCCCC)CCCCCCCCCCCCCCCCCC)(CO)CO)O trioctadecyl-pentaerythritol bisphosphite